C(C)NCCNC(C=C)=O N-(2-(ethylamino)ethyl)acrylamide